N1=C(C=CC=C1)CN(CC1=CC(=CC=C1)CNCC1=NC=CC=C1)C1CCN(CC1)C(=O)C=1C(=NOC1C)C1=C(C=CC=C1)Cl N,N'-bis(2-pyridinylmethyl)-N-[1-[3-(2-chlorophenyl)-5-methyl-isoxazol-4-oyl]-4-piperidinyl]-1,3-benzenedimethanamine